Methyl 4-amino-7-iodo-2,3-dihydrobenzofuran-5-carboxylate NC1=C(C=C(C2=C1CCO2)I)C(=O)OC